N1C=C(C2=CC=CC=C12)C=1N=NN(C1)CC1CCN(CC1)CCNS(=O)(=O)C1=CC=CC=C1 N-(2-(4-((4-(1H-indol-3-yl)-1H-1,2,3-triazol-1-yl)methyl)piperidin-1-yl)ethyl)benzenesulfonamide